[O-][O-].[Ca+2] Calcium dioxid